CN1N=NC2=C1C=CC(=C2)CNC(=O)[C@H]2N(C[C@@H](C2)CC2CCC1(CC1)CC2)C(=O)[C@@H]2NCCC[C@@H]2C(=O)N2CCCC2 (2S,4R)-N-[(1-methylbenzotriazole-5-yl)methyl]-1-[(2R,3S)-3-(pyrrolidine-1-carbonyl)piperidine-2-carbonyl]-4-(spiro[2.5]oct-6-ylmethyl)pyrrolidine-2-carboxamide